phenyltri(methylbutynyl-oxy)silane C1(=CC=CC=C1)[Si](OC#CC(C)C)(OC#CC(C)C)OC#CC(C)C